(R)-N-[(1S)-1-(2-bromophenyl)ethyl]-2-methyl-2-propanesulfinamide BrC1=C(C=CC=C1)[C@H](C)N[S@](=O)C(C)(C)C